FC1=CC=C2C(=C1)OC(C1=C2NC2=C(C=C(C=C12)F)F)C=NO N-({3,8,10-trifluoro-6H,11H-chromeno[4,3-b]indol-6-yl}methylidene)hydroxylamine